CN1C(=NC2=C1C=C(C(=C2)C2=CC=CN1C(=CC=C21)C(=O)C=2C(=C(C(=CC2)F)C(C=CC(=O)N)N[C@H]2C[C@@H](CCC2)F)F)C(F)(F)F)C 4-(8-(1,2-dimethyl-6-(trifluoromethyl)-1H-benzo[d]imidazol-5-yl)indolizine-3-carbonyl-2,6-difluorophenyl)-4-(((1R,3R)-3-fluorocyclohexyl)amino)but-2-enamide